NC1=C(C(=NN1C)Br)C(=O)OCC Ethyl 5-amino-3-bromo-1-methyl-pyrazole-4-carboxylate